N1(N=CC2=CC=CC=C12)C1=CC=C(C=N1)C(=O)N1CCC(CC1)(F)F (6-(1H-indazol-1-yl)pyridin-3-yl)(4,4-difluoropiperidin-1-yl)methanone